2,2,3-trifluoro-3-(4-fluorophenyl)propan-1-amine FC(CN)(C(C1=CC=C(C=C1)F)F)F